FC(S(=O)(=O)OC1=CC=2C=C(C=C3CCN(C23)CC1)C(C)=O)(F)F 9-acetyl-1,2,3,4-tetrahydroazepino[3,2,1-hi]indol-6-yl trifluoromethanesulfonate